2,2-bis(3,4-dicarboxylphenyl)hexafluoropropane C(=O)(O)C=1C=C(C=CC1C(=O)O)C(C(F)(F)F)(C(F)(F)F)C1=CC(=C(C=C1)C(=O)O)C(=O)O